BrC=1C(=CC(N(C1)CC=1OC(=NN1)C)=O)C(=O)OC methyl 5-bromo-1-((5-methyl-1,3,4-oxadiazol-2-yl)methyl)-2-oxo-1,2-dihydropyridine-4-carboxylate